2-(4-chloro-2-fluorophenyl)-1-(2-(5-(trifluoromethyl)-1,2,4-oxadiazol-3-yl)-6,7-dihydrothieno[3,2-c]pyridin-5(4H)-yl)ethan-1-one ClC1=CC(=C(C=C1)CC(=O)N1CC2=C(CC1)SC(=C2)C2=NOC(=N2)C(F)(F)F)F